1-[6-(4-tert-Butyl-cyclohexyloxy)-naphthalen-2-ylmethyl]-3-methyl-piperidin C(C)(C)(C)C1CCC(CC1)OC=1C=C2C=CC(=CC2=CC1)CN1CC(CCC1)C